C(C)(C)(C)OC(=O)N1CC(C1)(CNC1=C(SC2=C1C=1N=CC(=NC1C=C2)OC)C(=O)OC)N.C2(=CC=CC=C2)C(=O)C2(CCCCC2)O 1-hydroxy-cyclohexyl phenyl ketone tert-butyl-3-amino-3-({[3-methoxy-8-(methoxy-carbonyl)thieno[3,2-f]quinoxalin-9-yl]amino}methyl)azetidine-1-carboxylate